2-cyano-10-(3-chloropropyl)-10H-phenothiazine C(#N)C1=CC=2N(C3=CC=CC=C3SC2C=C1)CCCCl